2-[4-(4-Chlorophenyl)-5-(4-pyridyl)imidazol-1-yl]-N-[(3S)-pyrrolidin-3-yl]acetamide ClC1=CC=C(C=C1)C=1N=CN(C1C1=CC=NC=C1)CC(=O)N[C@@H]1CNCC1